NC=1C2=C(N=CN1)N(C=C2C2=CC=C(C=1C2=NON1)NC(=O)NC1=NOC(=C1)C1(CC1)C(F)(F)F)C1CC1 1-(7-(4-AMINO-7-CYCLOPROPYL-7H-PYRROLO[2,3-D]PYRIMIDIN-5-YL)BENZO[C][1,2,5]OXADIAZOL-4-YL)-3-(5-(1-(TRIFLUOROMETHYL)CYCLOPROPYL)ISOXAZOL-3-YL)UREA